ethyl (E)-3-(dimethylamino)-2-nitroacrylate CN(/C=C(\C(=O)OCC)/[N+](=O)[O-])C